C(=O)C1=CC=C(NCC)C=C1 4-formyl-N-ethylaniline